7,12-dihydro-4-hydroxy-indolo[3,2-d][1]benzazepin-6(5H)-one OC1=CC=CC=2C3=C(CC(NC21)=O)C2=CC=CC=C2N3